NC=1N=CN(C(C1C(=O)OC)=O)C1=C(C=C(C=C1C)F)Cl methyl 4-amino-1-(2-chloro-4-fluoro-6-methylphenyl)-6-oxo-1,6-dihydropyrimidine-5-carboxylate